N1=NC(=NN=C1)C=1C=CC=C(C(=O)N)C1 5-(1,2,4,5-tetrazin-3-yl)benzamide